beta-aminopropylpiperazine NC(CN1CCNCC1)C